4-(1-fluoroethyl)-1,2,3-thiadiazole-5-carbonyl chloride FC(C)C=1N=NSC1C(=O)Cl